(S)-1-(3-(4-Cyanophenyl)-1-(6-fluoroindolin-1-yl)-1-oxopropan-2-yl)-3-(4-fluorophenyl)urea C(#N)C1=CC=C(C=C1)C[C@@H](C(=O)N1CCC2=CC=C(C=C12)F)NC(=O)NC1=CC=C(C=C1)F